3-(4-nitrophenyl)-5-(2,4-disulfophenyl)-2H-tetrazolium, monosodium salt [Na+].[N+](=O)([O-])C1=CC=C(C=C1)N1N[NH2+]C(=N1)C1=C(C=C(C=C1)S(=O)(=O)O)S(=O)(=O)O